N-methyl-bis-(2-aminopropyl)-amine CN(CC(C)N)CC(C)N